(3R,4R)-4-{[5-(2-chloro-4-fluoro-phenyl)-isoxazole-3-carbonyl]-amino}-1-cyclohexyl-piperidine-3-carboxylic acid dimethylamide CN(C(=O)[C@@H]1CN(CC[C@H]1NC(=O)C1=NOC(=C1)C1=C(C=C(C=C1)F)Cl)C1CCCCC1)C